BrC1=C(C=CC=C1)CCO 2-(2-bromophenyl)ethan-1-ol